COC(=O)C=1SC2=C(C1N)C=CC(=C2)Cl methyl-3-amino-6-chloro-1-benzothiophene-2-carboxylate